chloro-2'-(3-(5-cyano-2-methyl-4-oxopyrido[3,4-d]pyrimidin-3(4H)-yl)prop-1-yn-1-yl)-[1,1'-biphenyl]-3,4-dicarboxylic acid ClC1=C(C=CC(=C1C(=O)O)C(=O)O)C1=C(C=CC=C1)C#CCN1C(=NC2=C(C1=O)C(=CN=C2)C#N)C